ClC=1C=C(C(=NC1)N1CC(N(C2(CC3(COC3)C2)C1=O)CC1=CC=C(C=C1)C(F)(F)F)=O)F 10-(5-chloro-3-fluoro-pyridin-2-yl)-7-(4-(trifluoro-methyl)benzyl)-2-oxa-7,10-diazadispiro-[3.1.56.14]dodecane-8,11-dione